3-acryloxypropyl-dimethoxysilane C(C=C)(=O)OCCC[SiH](OC)OC